allyl 3-(6,6-difluorohexahydropyrrolo[3,2-b]pyrrol-1(2H)-yl)-2,2-dimethylpropionate FC1(CNC2C1N(CC2)CC(C(=O)OCC=C)(C)C)F